C(C)(C)(C)OC(=O)N1C[C@H]([C@H](C1)OC=O)CC=C.C(C1=CC=CC=C1)OC1=C(C(=CC=C1)CCCCCCCCCCCCCCC)C(=O)C1=C(C=CC(=C1)OC)OC [2-(Benzyloxy)-6-pentadecylphenyl](2,5-dimethoxyphenyl)methanone (3R,4R)-TERT-BUTYL-3-ALLYL-4-(FORMYLOXY)PYRROLIDINE-1-CARBOXYLATE